(1-benzyl-5-cyano-2-oxo-3,4-dihydroquinolin-6-yl)-3-tert-butylurea C(C1=CC=CC=C1)N1C(CCC2=C(C(=CC=C12)NC(=O)NC(C)(C)C)C#N)=O